ClC1=C(CNCCO)C=CC(=C1)NC1=NSC2=C1C=CC=C2C2=CC=CC=C2 2-((2-chloro-4-((7-phenylbenzo[d]isothiazol-3-yl)amino)benzyl)amino)ethan-1-ol